C(C(C)C)C1=CC(=NN1)C=O 5-ISOBUTYL-1H-PYRAZOLE-3-CARBALDEHYDE